OCCCOC(\C=C/C(=O)OCCCO)=O maleic acid di(hydroxypropyl) ester